perfluoro-1,2-epoxytridecane FC1(C(C(C(C(C(C(C(C(C(C(C(C(F)(F)F)(F)F)(F)F)(F)F)(F)F)(F)F)(F)F)(F)F)(F)F)(F)F)(F)F)(O1)F)F